C(C)(C)(C)OC(=O)N1[C@H](C[C@@](C1)(C=1SC=CC1)O)C(=O)O (2R,4R)-1-(tert-butoxycarbonyl)-4-hydroxy-4-(thiophen-2-yl)pyrrolidine-2-carboxylic acid